ClC=1C(=NC=C(C1)C(F)(F)F)NC1=C(C(=C(C=C1[N+](=O)[O-])C(F)(F)F)Cl)[N+](=O)[O-] 3-chloro-N-(3-chloro-2,6-dinitro-4-(trifluoromethyl)phenyl)-5-(trifluoromethyl)pyridin-2-amine